N[C@@H]1[C@@H](OCC12CCN(CC2)C=2NC(C1=C(N2)NN=C1C1(CC1)C1=C(C=C(C=C1)Cl)Cl)=O)C 6-((3S,4S)-4-amino-3-methyl-2-oxa-8-azaspiro[4.5]decan-8-yl)-3-(1-(2,4-dichlorophenyl)cyclopropyl)-1,5-dihydro-4H-pyrazolo[3,4-d]pyrimidin-4-one